(S)-7-bromo-4'-chloro-2'-(methylthio)-3,4,5',8'-tetrahydro-2H-spiro[naphthalene-1,7'-pyrano[4,3-d]pyrimidine] BrC1=CC=C2CCC[C@]3(CC=4N=C(N=C(C4CO3)Cl)SC)C2=C1